4-{6-[2-(7-Fluoro-4-methoxy-2-methyl-indol-1-yl)-ethylamino]-pyrimidin-4-yl}-2,N-dimethyl-benzenesulfonamide FC=1C=CC(=C2C=C(N(C12)CCNC1=CC(=NC=N1)C1=CC(=C(C=C1)S(=O)(=O)NC)C)C)OC